C(#N)C1=C(N(C2=NC(=C(C=C21)[N+](=O)[O-])C)C2=C(C(=CC=C2C)OC)C)NC(OC(C)(C)C)=O tert-butyl N-[3-cyano-1-(3-methoxy-2,6-dimethyl-phenyl)-6-methyl-5-nitro-pyrrolo[2,3-b]pyridin-2-yl]carbamate